6-cyano-N-(4-((6,7-dimethoxyquinolin-4-yl)oxy)-3-fluorophenyl)-5-(4-fluorophenyl)-1-isopropyl-4-oxo-1,4-dihydropyridine-3-carboxamide C(#N)C1=C(C(C(=CN1C(C)C)C(=O)NC1=CC(=C(C=C1)OC1=CC=NC2=CC(=C(C=C12)OC)OC)F)=O)C1=CC=C(C=C1)F